N-((2-(6-(2,5-dioxa-8-azaspiro[3.5]nonan-8-yl)pyridin-2-yl)-1,6-naphthyridin-7-yl)methyl)-4-methyl-3-(methylsulfonyl)benzamide C1OCC12OCCN(C2)C2=CC=CC(=N2)C2=NC1=CC(=NC=C1C=C2)CNC(C2=CC(=C(C=C2)C)S(=O)(=O)C)=O